1-(2-chloropyridin-4-yl)-5,5-difluoro-3-(trifluoromethyl)-1,4,5,6-tetrahydrocyclopenta[b]pyrrole ClC1=NC=CC(=C1)N1C2=C(C(=C1)C(F)(F)F)CC(C2)(F)F